bis(1-pyrenyl)methane tridecyl-3-((4-(4-(2-hydroxyethyl)piperazin-1-yl)-3-(2-octyldodecanamido)-4-oxobutyl)thio)propanoate C(CCCCCCCCCCCC)OC(CCSCCC(C(=O)N1CCN(CC1)CCO)NC(C(CCCCCCCCCC)CCCCCCCC)=O)=O.C1(=CC=C2C=CC3=CC=CC4=CC=C1C2=C34)CC3=CC=C4C=CC2=CC=CC1=CC=C3C4=C21